triphenyl thiophosphite P(SC1=CC=CC=C1)(OC1=CC=CC=C1)OC1=CC=CC=C1